2-Chloro-6-(((3-chloro-4-fluorophenyl)(ethyl)amino)methyl)-4-nitrophenol ClC1=C(C(=CC(=C1)[N+](=O)[O-])CN(CC)C1=CC(=C(C=C1)F)Cl)O